FC(S(=O)(=O)OC1=C(C=CC(=C1)NC(=O)C=1C(=NN(C1)C1=CC=C(C=C1)F)C)CO)F 5-{[1-(4-fluorophenyl)-3-methyl-1H-pyrazole-4-carbonyl]amino}-2-(hydroxymethyl)phenyl difluoromethanesulfonate